4-cyclohexyl-trans-biphenyl C1(CCCCC1)C1=CC=C(C=C1)C1=CC=CC=C1